Methyl-(5S)-3-oxo-2-{[2-(trifluoromethyl)pyrimidin-4-yl]methyl}-2,3,5,6,7,8-hexahydro[1,2,4]triazolo[4,3-a]pyridine-5-carboxylate COC(=O)[C@@H]1CCCC=2N1C(N(N2)CC2=NC(=NC=C2)C(F)(F)F)=O